C1(=CC=CC=C1)C(C#CC1=CC=CC=C1)N(C(O)=S)C1=CC=CC=C1 (1,3-diphenylprop-2-yn-1-yl)(phenyl)thiocarbamic acid